isopropyl 3-(3-acrylamido-5-fluoro-4-methylphenyl)-2-(4-((2-(dimethylamino)ethyl)(methyl) amino)phenyl)-1H-pyrrolo[2,3-b]pyridine-5-carboxylate C(C=C)(=O)NC=1C=C(C=C(C1C)F)C1=C(NC2=NC=C(C=C21)C(=O)OC(C)C)C2=CC=C(C=C2)N(C)CCN(C)C